4-(4-(2-(imidazo[1,2-a]pyridin-6-yl)-3-isopropyl-1H-indol-5-yl)piperidine-1-carbonyl)-1-methylpyrrolidin-2-one N=1C=CN2C1C=CC(=C2)C=2NC1=CC=C(C=C1C2C(C)C)C2CCN(CC2)C(=O)C2CC(N(C2)C)=O